COC=1C=C(CN(C=2C=C(CN3C(CNCC3)=O)C=CC2)CC2=CC=C(C=C2)N2CCCC2)C=CC1 1-(3-((3-methoxybenzyl)(4-(pyrrolidin-1-yl)benzyl)amino)benzyl)piperazin-2-one